ClC1C2=C(N(S(C3=C1C=CC(=C3)S(=O)C)(=O)=O)C)C=CC=C2 11-Chloro-6-methyl-3-(methylsulfinyl)-6,11-dihydrodibenzo[c,f][1,2]thiazepine 5,5-dioxide